C[C@]12CC3(CC(C[C@@](C1)(C3)C)C2)NC(CC2CCNCC2)=O N-((1r,3R,5S,7r)-3,5-Dimethyladamantan-1-yl)-2-(piperidin-4-yl)acetamide